N[C@H]1CN(CCC1)C(=O)C=1SC(=C(N1)C1=CC=C(C#N)C=C1)C=1C=C2C(=NC1)N(C=N2)C 4-{2-[(3R)-3-aminopiperidine-1-carbonyl]-5-{3-methyl-3H-imidazo[4,5-b]pyridin-6-yl}-1,3-thiazol-4-yl}benzonitrile